ClC1=CC(NC(N1C([2H])([2H])C1=C(C=C(C(=C1)F)F)F)=O)=O 6-chloro-1-((2,4,5-trifluorophenyl)methyl-d2)pyrimidine-2,4(1H,3H)-dione